NC1=NC=CC=C1C1=NC=2C(=NC(=CC2)C2=CC=CC=C2)N1C1=CC=C(CN2CCC(CC2)NC(=O)C=2SC3=C(N2)C=C(C=C3)C(=O)N)C=C1 N-(1-(4-(2-(2-aminopyridin-3-yl)-5-phenyl-3H-imidazo[4,5-b]pyridin-3-yl)benzyl)piperidin-4-yl)benzo[d]thiazole-2,5-dicarboxamide